C(C1=CC=CC=C1)OC=1C=C2C=C(N(C2=CC1)C1=CC(=C(C=C1)F)C)C(C)C 5-benzyloxy-1-(4-fluoro-3-methyl-phenyl)-2-isopropyl-indole